(R)-N-(3-(1-(4-Methyl-4H-1,2,4-triazol-3-yl)propan-2-yl)phenyl)-4,5,6,7-tetrahydro-2H-indazole-3-carboxamide CN1C(=NN=C1)C[C@@H](C)C=1C=C(C=CC1)NC(=O)C=1NN=C2CCCCC12